((((methylenebis(4,1-phenylene))bis(azanediyl))bis(carbonyl))bis(oxy))bis(ethane-2,1-diyl)bis(2-methylacrylate) C(C1=CC=C(C=C1)NC(=O)OCCC=C(C(=O)[O-])C)C1=CC=C(C=C1)NC(=O)OCCC=C(C(=O)[O-])C